C1=C(C=CC2=CC=CC=C12)N1C2=CC=CC=C2C=2C=C(C=CC12)C=1C=CC=2N(C3=CC=CC=C3C2C1)C1=CC=CC=C1 9-(2-naphthyl)-9'-phenyl-9H-3,3'-bicarbazole